11-((tert-butyldimethylsilyl) oxy)-7-methoxy-2-methylene-5-oxo-2,3,11,11a-tetrahydro-1H-benzo[e]pyrrolo[1,2-a][1,4]diazepine-10(5H)-carboxylate [Si](C)(C)(C(C)(C)C)OC1C2N(C(C3=C(N1C(=O)[O-])C=CC(=C3)OC)=O)CC(C2)=C